C1=C(NC=N1)CC[NH3+] The molecule is an ammonium ion that is the conjugate acid of histamine protonated on the side-chain nitrogen. It has a role as a human metabolite and a mouse metabolite. It is a conjugate acid of a histamine.